C(C)OCCOCCOC1=CC=C(C[C@@H]2N(CCN(CCN(CCN(C2)CC(=O)O)CC(=O)O)CC(=O)O)CC(=O)O)C=C1 2,2',2'',2'''-[(2S)-2-{4-[2-(2-ethoxyethoxy)ethoxy]benzyl}-1,4,7,10-tetraazacyclododecane-1,4,7,10-tetrayl]tetraacetic acid